(R)-4-((2-methoxypyridin-4-yl)((4-oxochroman-7-yl)oxy)methyl)benzamide COC1=NC=CC(=C1)[C@@H](C1=CC=C(C(=O)N)C=C1)OC1=CC=C2C(CCOC2=C1)=O